C(C)(=O)NCCCC acetyl-(butyl)ammonia